3-bromo-4-[(2,4-difluorobenzyl)oxy]-6-methyl-2-oxo-2H-1,2'-bipyridine-5'-carboxylic acid ethyl ester C(C)OC(=O)C=1C=CC(=NC1)N1C(C(=C(C=C1C)OCC1=C(C=C(C=C1)F)F)Br)=O